C1(CC1)NC=1C2=C(N=C(N1)NC1=C(C=C(C=C1)S(=O)(=O)N1CCC(CC1)N1CCOCC1)OC)NC=C2C#N 4-(cyclopropylamino)-2-((2-methoxy-4-((4-morpholino-piperidin-1-yl)sulfonyl)phenyl)amino)-7H-pyrrolo[2,3-d]pyrimidine-5-carbonitrile